C1=C(C=C(C(=CC1=O)O)O)C(=O)O The molecule is a derivative of cyclohepta-1,3,5-triene having a carboxy group at position 1, an oxo group at position 5 and hydroxy groups at positions 3 and 6. It is a conjugate acid of a stipitatate(2-) and a stipitatate(1-). It derives from a hydride of a cyclohepta-1,3,5-triene.